3-[1'-[3-chloro-2-(trifluoromethyl)phenyl]-2-(2-ethoxypyridin-3-yl)-8-oxospiro[6H-1,7-naphthyridine-5,4'-piperidine]-7-yl]propanamide ClC=1C(=C(C=CC1)N1CCC2(CC1)C=1C=CC(=NC1C(N(C2)CCC(=O)N)=O)C=2C(=NC=CC2)OCC)C(F)(F)F